BrC1=CC(=CC=2C3=CC(=CC=C3NC12)C#N)C#N 1-bromo-3,6-dicyanocarbazole